2-chloro-9-isopropyl-N-(2-(1-methyl-1H-indol-3-yl)ethyl)-9H-purin-6-amine ClC1=NC(=C2N=CN(C2=N1)C(C)C)NCCC1=CN(C2=CC=CC=C12)C